6'-(4,6-diphenyl-1,3,5-triazin-2-yl)-4,4''-bis(3-phenyl-9H-carbazol-9-yl)-[1,1':4',1''-terphenyl]-2'-carbonitrile C1(=CC=CC=C1)C1=NC(=NC(=N1)C1=CC=CC=C1)C=1C=C(C=C(C1C1=CC=C(C=C1)N1C2=CC=CC=C2C=2C=C(C=CC12)C1=CC=CC=C1)C#N)C1=CC=C(C=C1)N1C2=CC=CC=C2C=2C=C(C=CC12)C1=CC=CC=C1